ClC1=NC=C(C(=N1)NC1=CC(=C(C=C1)OC)OC)C(=O)OC methyl 2-chloro-4-((3,4-dimethoxyphenyl)amino)pyrimidine-5-carboxylate